FC1=C(C=CC=C1)C1CC(NCC1)C(=O)N 4-(2-fluorophenyl)piperidine-2-carboxamide